Para-bromobenzyl alcohol BrC1=CC=C(CO)C=C1